C(C1=CC=CC=C1)(=O)OC[C@@H]1O[C@H](C[C@H]1OS(=O)(=O)C)N1C(NC(C(=C1)C)=O)=O [(2S,3R,5R)-5-(5-methyl-2,4-dioxo-pyrimidin-1-yl)-3-methylsulfonyloxy-tetrahydrofuran-2-yl]methyl benzoate